C1(CC1)N1C=C2C(=NN(C(C2=CC1=O)=O)C)OS(=O)(=O)C(F)(F)F (6-cyclopropyl-2-methyl-1,7-dioxo-pyrido[3,4-d]pyridazin-4-yl)trifluoromethanesulfonate